N1(CCC1)C(=O)NC(C(=O)O)CCN(CCCCC1=NC=2NCCCC2C=C1)CCOC1=CC=CC=C1 2-(azetidine-1-carbonylamino)-4-[2-phenoxyethyl-[4-(5,6,7,8-tetrahydro-1,8-naphthyridin-2-yl)butyl]amino]butanoic acid